BrC=1C=CC(=C(OCCCNC=2C3=C(N=C(N2)Cl)N(C=C3Cl)COCC[Si](C)(C)C)C1)[N+](=O)[O-] N-(3-(5-bromo-2-nitrophenoxy)propyl)-2,5-dichloro-7-((2-(trimethylsilyl)ethoxy)methyl)-7H-pyrrolo[2,3-d]pyrimidin-4-amine